C(CC=C)C=1C2=CN(N=C2C=C(C1NC1=NC(N(C(N1CC1=C(C=C(C(=C1)F)F)F)=O)C=1C=NC=C(C1OCC=C)Cl)=O)Cl)C 6-{[4-(but-3-en-1-yl)-6-chloro-2-methylindazol-5-yl]amino}-3-[5-chloro-4-(prop-2-en-1-yloxy)pyridin-3-yl]-1-[(2,4,5-trifluorophenyl)methyl]-1,3,5-triazine-2,4-dione